C(C)(C)(C)C1=C(CO)C=CC(=C1)C(C)(C)C 2,4-di-tert-butylhydroxytoluene